tert-butyl ((2S,3R)-3-(cyclohexylmethoxy)-1-oxo-1-(piperidin-1-yl)butan-2-yl)carbamate C1(CCCCC1)CO[C@@H]([C@@H](C(N1CCCCC1)=O)NC(OC(C)(C)C)=O)C